(4-((4-(1-((1-chlorocyclopropyl)methyl)-1H-pyrazol-4-yl)-5-methylpyrimidin-2-yl)amino)-1,2-phenylene)bis(methylene) dimethanesulfonate CS(=O)(=O)OCC1=C(C=C(C=C1)NC1=NC=C(C(=N1)C=1C=NN(C1)CC1(CC1)Cl)C)COS(=O)(=O)C